BrC1=CC2=C(C(=NO2)N(S(=O)(=O)C2=C(C=CC=C2OC)OC)CC2=CC=C(C=C2)OC)C=C1OC N-(6-bromo-5-methoxy-1,2-benzoxazol-3-yl)-2,6-dimethoxy-N-[(4-methoxyphenyl)methyl]benzene-1-sulfonamide